CC1=C(C(=CC(=C1)CCCCCCCCCCCC)C(C)(C)C)O 2-methyl-6-t-butyl-4-dodecyl-phenol